CC1=NOC(=C1C1=C(C=C(C=C1C=1N=NNC1)C(F)(F)F)C1=CC=C(C=C1)O)C 2'-(3,5-dimethylisoxazol-4-yl)-3'-(1H-1,2,3-triazol-4-yl)-5'-(trifluoromethyl)-[1,1'-biphenyl]-4-ol